N1=CC=C(C=C1)C=1C=NN2CCOC3=C(C12)C=CC(=C3)OCC3=NC1=CC=CC=C1C=C3 1-pyridin-4-yl-8-(quinolin-2-ylmethoxy)-4,5-dihydro-6-oxa-3,3a-diaza-benzo-azulene